(4-(3-bromo-4-(trifluoromethoxy)phenyl)-1-methylpiperazin-2-yl)methanesulfonate BrC=1C=C(C=CC1OC(F)(F)F)N1CC(N(CC1)C)CS(=O)(=O)[O-]